FC1=C(C=CC(=C1)C)NC1=NC=C(C(=N1)NC=1C=CC2=C(NC(O2)=O)C1)C 5-(2-(2-fluoro-4-methylphenylamino)-5-methylpyrimidin-4-ylamino)benzo[d]oxazol-2(3H)-one